C(#N)[C@H](C[C@H]1C(NCCC1)=O)NC([C@@H](NS(=O)(=O)C=1C=NC(=CC1)C)CC(C)C)=O N-{(1S)-1-cyano-2-[(3S)-2-oxopiperidin-3-yl]ethyl}-N2-(6-methylpyridine-3-sulfonyl)-L-leucinamide